COC1=C(C(=CC=C1)OC)NC(=S)NC1=C(C=CC=C1OC)OC N,N'-bis(2,6-dimethoxyphenyl)thiourea